4-cyano-N-[2-(4,4-dimethylcyclohexen-1-yl)-4-[1,5-dimethyl-8-oxabicyclo[3.2.1]octa-2,6-dien-3-yl]phenyl]-1-(2-trimethylsilylethoxymethyl)imidazole-2-carboxamide C(#N)C=1N=C(N(C1)COCC[Si](C)(C)C)C(=O)NC1=C(C=C(C=C1)C1=CC2(C=CC(C1)(O2)C)C)C2=CCC(CC2)(C)C